ClS(=O)(=O)C1=NN(C(=C1)C(=O)OC)C(C)C Methyl 3-(chlorosulfonyl)-1-isopropyl-1H-pyrazole-5-carboxylate